(4-(4-amino-7-(1-isobutyrylpiperidin-4-yl)pyrrolo[2,1-f][1,2,4]triazin-5-yl)phenyl)-1-isopropyl-3-(1-methyl-1H-pyrazol-3-yl)-2,4-dioxo-1,2,3,4-tetrahydropyrimidine-5-carboxamide NC1=NC=NN2C1=C(C=C2C2CCN(CC2)C(C(C)C)=O)C2=CC=C(C=C2)C2=C(C(N(C(N2C(C)C)=O)C2=NN(C=C2)C)=O)C(=O)N